3-ethoxypropionate C(C)OCCC(=O)[O-]